NC1=CC(=C(C=C1)B(O)O)C(=O)OC(C)(C)C 4-amino(Boc)phenylboronic acid